C(=O)(C(O)C(O)C(=O)O)OC(C1=CC(=CC=C1)CO)C(C)N (-)-alpha-(1-aminoethyl)-3-hydroxymethyl-benzyl alcohol bitartrate